CN(C(OC(C)(C)C)=O)C1=C(C=CC=C1)CN1C(N(C2=NC(=NC=C2C1)SC)C)=O tertbutyl N-methyl-N-[2-[(1-methyl 7-methylsulfanyl-2-oxo-4H-pyrimido[4,5-d]pyrimidin-3-yl)methyl]phenyl]carbamate